potassium (E)-1-cyano-3,3-difluorobut-1-en-2-olate C(#N)\C=C(/C(C)(F)F)\[O-].[K+]